Cl[Ti](Cl)Cl trichlorotitanium (III)